4-(3-((1-(4-chlorophenyl)-2-(5-fluoro-6-(trifluoromethyl)indol-1-yl)-2-oxoethyl)amino)-5-methoxyphenoxy)butanoic acid ClC1=CC=C(C=C1)C(C(=O)N1C=CC2=CC(=C(C=C12)C(F)(F)F)F)NC=1C=C(OCCCC(=O)O)C=C(C1)OC